C(C(=C)C)(=O)OC(CCCCCCCCCCC)=O dodecanoyl methacrylate